ClC1=C(C=C(C=C1)C1=C(C=CC=C1F)CC(=O)O)[N+](=O)[O-] 2-(4'-Chloro-6-fluoro-3'-nitro-[1,1'-biphenyl]-2-yl)-acetic acid